C=C(C)C1=C(N)C(=CC=C1)C1=CC=NC=C1 2-(prop-1-en-2-yl)-6-(pyridin-4-yl)aniline